Tyrosine nitrogen [N].N[C@@H](CC1=CC=C(C=C1)O)C(=O)O